4-(((3-Methyl-2-buten-1-yl)oxy)methyl)phenylpropionaldehyde CC(=CCOCC1=CC=C(C=C1)C(C=O)C)C